CC(C=CCCC=CCCC=CC)(C)C trimethyldodeca-2,6,10-trien